((((9H-fluoren-9-yl)methoxy)carbonyl)amino)-5,5-dimethylhexanoic acid C1=CC=CC=2C3=CC=CC=C3C(C12)COC(=O)NC(C(=O)O)CCC(C)(C)C